4,5,6-trimethyl-2-oxopyridine-3-carboxamide CC1=C(C(NC(=C1C)C)=O)C(=O)N